N-(azetidin-3-ylmethyl)cyclopropylamine 2HCl Cl.Cl.N1CC(C1)CNC1CC1